(E)-6-((4'-aminobiphenyl-4-yl)diazenyl)-7-methoxy-2-oxo-2H-chromene-3-carboxylic acid NC1=CC=C(C=C1)C1=CC=C(C=C1)/N=N/C=1C=C2C=C(C(OC2=CC1OC)=O)C(=O)O